N1CCC(CC1)CCC1=CC=C(C=C1)/C=C/C(=O)OC methyl (E)-3-(4-(2-(piperidin-4-yl)ethyl)phenyl)acrylate